1-tert-butyl 3-ethyl propanedioate C(CC(=O)OCC)(=O)OC(C)(C)C